C1(=CC=CC=2OC3=C(C21)C=CC=C3)C3=CC=C(C=C3)NC=3C2=CC=CC=C2C=2C=CC=CC2C3 4-(dibenzofuran-1-yl)phenyl-phenanthren-9-yl-amine